6-(Piperidin-4-yl)-2-(pyridin-3-yl)-9H-carbazole N1CCC(CC1)C=1C=C2C=3C=CC(=CC3NC2=CC1)C=1C=NC=CC1